NC=1CC(=CC2=C(N1)C=C(C=C2)Br)C(=O)O 2-amino-8-bromo-3H-benzo[b]azepin-4-carboxylic acid